(S)-2-methyl-5-((2-methylpiperazin-1-yl)methyl)-1,3,4-thiadiazole CC=1SC(=NN1)CN1[C@H](CNCC1)C